methyl 6-fluoro-3-methyl-2,3-dihydrobenzofuran-5-carboxylate FC1=CC2=C(C(CO2)C)C=C1C(=O)OC